(3R,4R,5S)-4-acetamido-5-amino-3-pentan-3-yloxycyclohexene-1-carboxylic acid ethyl ester phosphate P(=O)(O)(O)O.C(C)OC(=O)C1=C[C@H]([C@@H]([C@H](C1)N)NC(C)=O)OC(CC)CC